ClC1=CC=CC(=N1)OC=1C=NC2=C3C=4NC[C@H](NC(C4SC3=CC=C2N1)=O)C (R)-5-(6-chloro-2-pyridyloxy)-15-methyl-11-thia-3,6,14,17-tetraazatetracyclo[8.8.0.02,7.012,18]octadeca-1,3,5,7,9,12(18)-hexaen-13-one